N-(tert-butyl)-3-(2-methyl-2H-tetrazol-5-yl)-4-((4-(trifluoromethyl)phenyl)amino)benzenesulfonamide C(C)(C)(C)NS(=O)(=O)C1=CC(=C(C=C1)NC1=CC=C(C=C1)C(F)(F)F)C=1N=NN(N1)C